1-(2,2-difluoroethyl)-4-(4-iodophenyl)piperazine FC(CN1CCN(CC1)C1=CC=C(C=C1)I)F